(RS)-4-Hydroxy-3-(3-oxo-1-phenyl-butyl)-coumarin OC1=C(C(OC2=CC=CC=C12)=O)[C@H](CC(C)=O)C1=CC=CC=C1 |r|